(E)-4-((4-(tert-butylamino)phenyl)amino)benzaldehyde oxime C(C)(C)(C)NC1=CC=C(C=C1)NC1=CC=C(/C=N/O)C=C1